C(C(C)C)(=O)N[C@@H](C(C)C)C(=O)N1[C@@H]([C@H]2C([C@H]2C1)(C)C)C(=O)OC methyl (1R,2S,5S)-3-(isobutyryl-L-valyl)-6,6-dimethyl-3-azabicyclo[3.1.0]hexane-2-carboxylate